ClC=1C=C2C(=NC1)C1=C(O2)C=CC=C1OC 3-chloro-9-methoxybenzofuro[3,2-b]pyridine